4-(5-(3,5-dimethylisoxazol-4-yl)-1-(pyridin-3-yl)-1H-pyrrolo[2,3-b]pyridin-3-yl)-3-(trifluoromethoxy)benzoic acid CC1=NOC(=C1C=1C=C2C(=NC1)N(C=C2C2=C(C=C(C(=O)O)C=C2)OC(F)(F)F)C=2C=NC=CC2)C